1,2-bisdimethoxysilyloctane CO[SiH](CC(CCCCCC)[SiH](OC)OC)OC